3-((13S,15R,E)-3-fluoro-17-(hydroxyimino)-13-methyl-7,8,9,11,12,13,14,15,16,17-decahydro-6H-cyclopenta[a]phenanthren-15-yl)-N-(3-fluoropyridin-2-yl)propanamide FC=1C=CC=2C3CC[C@@]4(/C(/C[C@H](C4C3CCC2C1)CCC(=O)NC1=NC=CC=C1F)=N/O)C